(R)-1-(5-fluoro-2-(2-(hydroxymethyl)morpholino)phenyl)ethan-1-one FC=1C=CC(=C(C1)C(C)=O)N1C[C@@H](OCC1)CO